1-(di-n-propoxymethylsilyl)-2-(tri-n-propoxysilyl)ethane C(CC)OC(OCCC)[SiH2]CC[Si](OCCC)(OCCC)OCCC